C(C)(C)(C)C1N(CCN(C1)C(COC1=CC(=CC=C1)C1C(NC(CC1)=O)=O)=O)C(=O)OC[C@@H]1[C@H]([C@H]([C@@H](O1)N1C(=O)N=C(NNO)C=C1)O)O N4-hydroxyaminocytidine Tert-butyl-4-(2-(3-(2,6-dioxopiperidin-3-yl)phenoxy)acetyl)piperazine-1-carboxylate